[O-]P([O-])(=O)OP(=O)(O)O.[Na+].[Na+] Dinatrium diphosphat